2-((4-(6-(2-chloro-3-(5-(((2-hydroxyethyl)amino)methyl)-6-methoxypyridin-2-yl)phenyl)-5-methoxypyrimidin-4-yl)-2-methoxybenzyl)amino)ethan-1-ol ClC1=C(C=CC=C1C1=NC(=C(C=C1)CNCCO)OC)C1=C(C(=NC=N1)C1=CC(=C(CNCCO)C=C1)OC)OC